ClCC=1OC(OC1)=O 4-(chloromethyl)-1,3-dioxole-2-one